COC1=C(C=CC(=C1)OC)CN1C(CC(CC1)=O)C=1C=NC(=NC1)C 1-[(2,4-Dimethoxyphenyl)methyl]-2-(2-methylpyrimidin-5-yl)piperidin-4-one